BrC=1C=C(C(=NC1)NC[C@@H](C)O)C(=O)N[C@H](C)C1=C(C(=CC=C1)C(F)F)F 5-bromo-N-[(1R)-1-[3-(difluoromethyl)-2-fluoro-phenyl]ethyl]-2-[[(2R)-2-hydroxypropyl]amino]pyridine-3-carboxamide